[Ga].[Fe].[Al] aluminum-iron-gallium